C(C)NS(=O)(=O)C1=CC=C2C(=CC(=NC2=C1)C1=CC=C(C=C1)C(F)(F)F)OC N-ethyl-4-methoxy-2-(4-(trifluoromethyl)phenyl)quinoline-7-sulfonamide